(1R,6S)-4-(4-chlorophenyl)-6-methylbicyclo[4.1.0]hept-3-ene-3-carbaldehyde ClC1=CC=C(C=C1)C1=C(C[C@H]2C[C@]2(C1)C)C=O